C[C@H]1CCN(C[C@H]1NC)CC2=CC=CC=C2 (3S,4S)-1-benzyl-N,4-dimethylpiperidin-3-amine